(3S,6S,7S,10aS)-6-((tert-butoxycarbonyl)amino)-7-cyclopropyl-5-oxodecahydropyrrolo[1,2-a]azocine-3-carboxylic acid C(C)(C)(C)OC(=O)N[C@H]1[C@@H](CCC[C@@H]2N(C1=O)[C@@H](CC2)C(=O)O)C2CC2